tert-Butyl 2-(2-hydroxy-2-methyl-propyl)-3-oxo-5,6,8,8a-tetrahydro-1H-imidazo[1,5-a]pyrazine-7-carboxylate OC(CN1C(N2C(CN(CC2)C(=O)OC(C)(C)C)C1)=O)(C)C